(R)-8-(4-acryloylpiperazin-1-yl)-l-1-chloro-3-(pyridin-2-yl)-10-(trifluoromethyl)-3,4-dihydro-2H,6H-[1,4]thiazepino[2,3,4-ij]quinazolin-6-one C(C=C)(=O)N1CCN(CC1)C1=NC(N2C3=C(C=C(C=C13)C(F)(F)F)S(C[C@H](C2)C2=NC=CC=C2)Cl)=O